3-(4-Fluoro-1-methyl-1H-benzotriazol-5-yl)-3-[7-(hydroxymethyl)-2,3-dihydro-1H-inden-5-yl]propionic acid ethyl ester C(C)OC(CC(C=1C=C2CCCC2=C(C1)CO)C1=C(C2=C(N(N=N2)C)C=C1)F)=O